C(N)(=O)C1=NN(C2=CC=C(C=C12)N1N=CC(=C1)C(=O)O)C(C)C 1-(3-carbamoyl-1-isopropyl-1H-indazol-5-yl)-1H-pyrazole-4-carboxylic acid